5-(6-Chloro-1-methyl-9H-pyrido[3,4-b]indol-8-yl)-2-methoxy-phenol ClC=1C=C2C3=C(NC2=C(C1)C=1C=CC(=C(C1)O)OC)C(=NC=C3)C